BrC1=CC=2N(C=C1)C(=NC2)C(=O)N 7-bromoimidazo[1,5-a]pyridine-3-carboxamide